C(=C)N1C(CCC1(C)C)=O N-vinyl-5,5-dimethyl-pyrrolidone